(7-hydroxy-2-isopropyl-4-oxo-4H-quinazoline-3-yl)-benzonitrile OC1=CC=C2C(N(C(=NC2=C1)C(C)C)C1=C(C#N)C=CC=C1)=O